BrC1=CC=CC(=N1)NC(CN(C(CN1N=C(C2=CC(=CC=C12)C(=O)N=[N+]=[N-])C(N)=O)=O)C(C)C)=O 1-(2-((2-((6-bromopyridin-2-yl)amino)-2-oxoethyl)(isopropyl)amino)-2-oxoethyl)-3-carbamoyl-1H-indazole-5-carbonyl azide